ClC1=NC=2N(C(=C1C1=C(C=C(C#N)C=C1)F)Cl)N=CN2 4-(5,7-dichloro-[1,2,4]triazolo[1,5-a]pyrimidin-6-yl)-3-fluorobenzonitrile